FC1=C(C=CC=C1)S(=O)(=O)N1CC(CC1)N1C(=NC=2C1=C1C(=NC2)N(C=C1)S(=O)(=O)C1=CC=CC=C1)C(C)O 1-(1-(((2-fluorophenyl)sulfonyl)pyrrolidin-3-yl)-6-(phenylsulfonyl)-1,6-Dihydroimidazo[4,5-d]pyrrolo[2,3-b]pyridin-2-yl)ethanol